C(C)S(=O)(=O)C1=CC=C(C=C1)[C@H](CO)NC(C1=CC=C(C=C1)N1[C@@H](C[C@H](C1)OC1=CC=C(C=C1)C(F)(F)F)COCCC)=O N-((R)-1-(4-(ethylsulfonyl)phenyl)-2-hydroxyethyl)-4-((2S,4R)-2-(propoxymethyl)-4-(4-(trifluoromethyl)phenoxy)pyrrolidin-1-yl)benzamide